C(C(C)C)OC1=C(C=C(C=C1)NC1=C(C=C(C(=O)OC)C=C1)[N+](=O)[O-])C(C)C methyl 4-((4-isobutoxy-3-isopropylphenyl)amino)-3-nitrobenzoate